ClC=1C=C(C=CC1)C(C(OC(=O)N[C@@H](CC(C)C)C(=O)OC)C1=CC=C(C=C1)F)(C)C Methyl ((2-(3-chlorophenyl)-1-(4-fluorophenyl)-2-methylpropoxy) carbonyl)-L-leucinate